(S)-5-((5-(2-(azetidin-3-ylmethoxy)-6-methoxyphenyl)-1H-pyrazol-3-yl)amino)pyrazine-2-carbonitrile N1CC(C1)COC1=C(C(=CC=C1)OC)C1=CC(=NN1)NC=1N=CC(=NC1)C#N